2-(1-(6-(2,4-dimethoxypyrimidin-5-yl)imidazo[1,2-b]pyridazin-8-yl)-4,4-difluoropyrrolidin-3-yl)-N-isopropylacetamide COC1=NC=C(C(=N1)OC)C=1C=C(C=2N(N1)C=CN2)N2CC(C(C2)(F)F)CC(=O)NC(C)C